N-[(3R)-4,4-difluoro-1-{(5S)-5-[5-methyl-3-(2,4,6-trifluorophenyl)pyridin-2-yl]-4,5-dihydro-1,2-oxazol-3-yl}pyrrolidin-3-yl]-1-fluoromethanesulfonamide FC1([C@@H](CN(C1)C1=NO[C@@H](C1)C1=NC=C(C=C1C1=C(C=C(C=C1F)F)F)C)NS(=O)(=O)CF)F